(S)-3-chloro-4-fluoro-6a,7,9,10-tetrahydropyrazino[1,2-d]pyrido[3,2-b][1,4]oxazin ClC1=C(C=2OC[C@H]3N(C2N=C1)CCNC3)F